N-(4-pyridyl)benzene-1-carboxamide N1=CC=C(C=C1)NC(=O)C1=CC=CC=C1